COC=1C=C(C=CC1)S(=O)(=O)N1C=CC2=C1N=C(N=C2)N 7-(3-methoxyphenylsulphonyl)-2-amino-7H-pyrrolo[2,3-d]pyrimidine